OCC1=NC=C(C=C1)N 2-(hydroxymethyl)-5-aminopyridine